methyl 1-(4-{4-[5-({[(1R)-1-cyclohexylethoxy]carbonyl}amino)-1-methyl-1H-1,2,3-triazol-4-yl]piperidin-1-yl}phenyl)cyclopropane-1-carboxylate C1(CCCCC1)[C@@H](C)OC(=O)NC1=C(N=NN1C)C1CCN(CC1)C1=CC=C(C=C1)C1(CC1)C(=O)OC